C(CCC)[Sn](O[Sn](OC(C)=O)(OC(C)=O)CCCC)(CCCC)CCCC tetrabutyl-diacetoxydistannoxane